(R)-3-(2-chloro-5-fluoropyridin-4-yl)-10-methyl-9,10,11,12-tetrahydro-8H-[1,4]diazepino[5',6':4,5]thieno[3,2-f]quinolin-8-one ClC1=NC=C(C(=C1)C1=NC=2C=CC3=C(C2C=C1)C1=C(S3)C(N[C@@H](CN1)C)=O)F